C1(=CC=CC=C1)C=NO N-(phenylmethylidene)-hydroxylamine